2-{2-[(1R)-1-(4-Chlorophenyl)-2-[(5-chloropyridin-2-yl)methyl]-1-methoxy-3-oxo-2,3-dihydro-1H-isoindol-5-yl]-2-hydroxypropoxy}-N,N-dimethylacetamid ClC1=CC=C(C=C1)[C@@]1(N(C(C2=CC(=CC=C12)C(COCC(=O)N(C)C)(C)O)=O)CC1=NC=C(C=C1)Cl)OC